ClC=1C=C(C(=O)NC2CC23CCN(CC3)CC3CCOCC3)C=C(C1)Cl 3,5-dichloro-N-(6-((tetrahydro-2H-pyran-4-yl)methyl)-6-azaspiro[2.5]oct-1-yl)benzamide